2-(2-(dimethylamino)ethyl)-6-methoxy-N2-methyl-5-nitropyridine-2,3-diamine CN(CCC1(NC(=C(C=C1N)[N+](=O)[O-])OC)NC)C